C(C)(C)(C)OC(=O)N1CC2=CC=C(C=C2C1)NC(C1=C(C=C(C=C1)Br)C)=O 5-(4-bromo-2-methyl-benzoylamino)-1,3-dihydro-isoindole-2-carboxylic acid tert-butyl ester